ClC=1C=C(C(=NC1)N1C([C@@H](N(C(C1)=O)CC1=CC=C(C=C1)C)C12CC(C1)(C2)C(=O)N)=O)F (S)-3-(4-(5-chloro-3-fluoropyridin-2-yl)-1-(4-methylbenzyl)-3,6-dioxopiperazin-2-yl)bicyclo[1.1.1]pentane-1-carboxamide